BrC=1C=C2C(=NC=NN2C1)N1CCN(CC1)C1=NC=C(C=N1)[C@@](C)(N)C1=CC=C(C=C1)F (S)-1-(2-(4-(6-Bromopyrrolo[2,1-f][1,2,4]triazin-4-yl)piperazin-1-yl)pyrimidin-5-yl)-1-(4-fluorophenyl)ethanamine